[Si](C1=CC=CC=C1)(C1=CC=CC=C1)(C(C)(C)C)OCCCC=1C(=C(C(=O)N)C=C(C1)[N+](=O)[O-])N1CCN(CC1)C 3-[(tert-Butyldiphenylsilyl)oxy]propyl-2-(4-methylpiperazin-1-yl)-5-nitrobenzamide